BrC1=CC2C(C=N1)=NC(=C2)C(=O)O 5-bromo-3aH-pyrrolo[2,3-c]pyridine-2-carboxylic acid